CN1N=C2C(=CC(=CC2=C1)C1=CC2=C(C=N1)N=C(S2)N(C2CCNCC2)C)C#N 2-methyl-5-{2-[methyl-(piperidin-4-yl)amino][1,3]thiazolo[4,5-c]pyridin-6-yl}-2H-indazole-7-carbonitrile